4-(bromomethyl)phenyl-triethoxysilane BrCC1=CC=C(C=C1)[Si](OCC)(OCC)OCC